(3-(dimethyl-Amino)propylimino)-bis-2-propanol CN(CCCN(CC(C)O)CC(C)O)C